[(2R,3S,5R)-5-[2-amino-6-(cyclopropylamino)purin-9-yl]-3-(4-methylbenzoyl)oxy-2-vinyl-tetrahydrofuran-2-yl]methyl 4-methylbenzoate CC1=CC=C(C(=O)OC[C@]2(O[C@H](C[C@@H]2OC(C2=CC=C(C=C2)C)=O)N2C3=NC(=NC(=C3N=C2)NC2CC2)N)C=C)C=C1